C(#N)C1=NC2=CC(=CC(=C2N=C1N1C(CN(CC1)C1=C(C=CC(=C1)C)C#N)C)[C@@H](C)NC1=C(C(=O)O)C=CC=C1)C 2-(((1R)-1-(2-cyano-3-(4-(2-cyano-5-methylphenyl)-2-methylpiperazin-1-yl)-7-methylquinoxalin-5-yl)ethyl)amino)benzoic acid